NC=1C2=C(N=CN1)C(=C(N2C2=CC(=C(C=C2)OC2=NC=CC(=N2)C)F)C2=CC=C(C=C2)C=C(C(=O)N)C)C 4-(4-amino-5-(3-fluoro-4-((4-methylpyrimidin-2-yl)oxy)phenyl)-7-methyl-5H-pyrrolo[3,2-d]pyrimidin-6-yl)phenylmethacrylamide